1-[3-[2-chloro-6-cyano-4-[1-methyl-1-[4-[(2-methylsulfonylpyrimidin-4-yl)methoxy]phenyl]ethyl]phenoxy]-2,2-difluoro-propyl]-3-[2-(2,6-dioxo-3-piperidyl)-1,3-dioxo-isoindolin-5-yl]urea ClC1=C(OCC(CNC(=O)NC=2C=C3C(N(C(C3=CC2)=O)C2C(NC(CC2)=O)=O)=O)(F)F)C(=CC(=C1)C(C)(C1=CC=C(C=C1)OCC1=NC(=NC=C1)S(=O)(=O)C)C)C#N